4-fluoro-benzamide FC1=CC=C(C(=O)N)C=C1